Ethyl (E)-3-(4-(dimethylamino)styryl)-2H-azirine-2-carboxylate CN(C1=CC=C(/C=C/C=2C(N2)C(=O)OCC)C=C1)C